C1(CCCC1)C=1C=C(C=CC1C=1N=NNN1)N1C=CC=2C1=NC(=CN2)C2=CC=CC=C2 5-(3-Cyclopentyl-4-(2H-tetrazol-5-yl)phenyl)-3-phenyl-5H-pyrrolo[2,3-b]pyrazine